S1C(=NC2=C1C=CC=C2)OC2=CC=C(CN1CCC(CC1)CNC(=O)COC(C)=O)C=C2 Acetic acid ({1-[4-(benzothiazol-2-yloxy)-benzyl]-piperidin-4-ylmethyl}-carbamoyl)-methyl ester